C(C)(C)(C)OC(=O)N1CC(C1)(CC=CC(C=C)O)CC=C D-3-allyl-3-(1-hydroxyallylallyl)azetidine-1-carboxylic acid tert-butyl ester